N-cyclohexyl-N-ethyl-3-[2-(trans-4-ethylcyclohexyl)-5-fluoro-1H-benzimidazol-1-yl]propanamide C1(CCCCC1)N(C(CCN1C(=NC2=C1C=CC(=C2)F)[C@@H]2CC[C@H](CC2)CC)=O)CC